N(=C=S)C(CCN(C)OC)C1=CC(=CC=C1)C(F)(F)F 3-isothiocyanato-N-methoxy-N-methyl-3-(3-(trifluoromethyl)phenyl)propylamine